(2S,4R)-N-(3-(4-((3-(1-(cyanomethyl)-3-(trifluoromethyl)-1H-pyrazol-4-yl)imidazo[1,2-a]pyrazin-8-yl)amino)-2-ethylbenzamido)propyl)-4-hydroxypyrrolidine-2-carboxamide C(#N)CN1N=C(C(=C1)C1=CN=C2N1C=CN=C2NC2=CC(=C(C(=O)NCCCNC(=O)[C@H]1NC[C@@H](C1)O)C=C2)CC)C(F)(F)F